F[C@H]1C2(OCCO2)CCN(C1)C1=NC=CC(=N1)NC=1N=CC2=C(C=CC(=C2C1)C(C)C)N1CC(C1)CS(=O)(=O)C N-{2-[(6R)-6-fluoro-1,4-dioxa-8-azaspiro[4.5]decan-8-yl]pyrimidin-4-yl}-8-[3-(methanesulfonyl-methyl)azetidin-1-yl]-5-(propan-2-yl)isoquinolin-3-amine